N1-(2-(dimethylamino)ethyl)-5-methoxy-N1-methyl-N4-(6-(3,3,5-trimethyl-2,3-dihydro-1H-pyrrolo[3,2-b]pyridin-1-yl)pyrimidin-4-yl)benzene-1,2,4-triamine CN(CCN(C=1C(=CC(=C(C1)OC)NC1=NC=NC(=C1)N1CC(C2=NC(=CC=C21)C)(C)C)N)C)C